BrC1=C(C(=CC=C1)Br)\N=C\1/NCCCC1 (Z)-N-(2,6-dibromophenyl)piperidine-2-imine